C(C)(C)(C)NCC(O)C1=C(C(=CC=C1)F)F 2-(Tert-butylamino)-1-(2,3-difluorophenyl)ethan-1-ol